N[C@@H]1C2=CC=CC=C2CC12CCN(CC2)C=2C(=NC(=CN2)C#CCC2=CC=CC=C2)CO (S)-(3-(1-amino-1,3-dihydrospiro[indene-2,4'-piperidine]-1'-yl)-6-(3-phenylprop-1-yn-1-yl)pyrazin-2-yl)methanol